S1C=C(C=C1)C#CC#CC1=CSC=C1 1,4-di(thien-3-yl)but-1,3-diyne